N12CCCN=C2CCC1 1,5-diazabicyclo[4.3.0]Non-5-ene